BrC1=C2C=CC(=NC2=CC(=C1)C)Cl 5-bromo-2-chloro-7-methylquinoline